ClC=1C=C(C(=O)NC2=C3C(N(C=NC3=CC=C2)CCC2=C(C=CC=C2)OC)=O)C=C(C1O)Cl 3,5-dichloro-4-hydroxy-N-(3-(2-methoxyphenethyl)-4-oxo-3,4-dihydroquinazolin-5-yl)benzamide